N-(6-methylpyrazin-2-yl)-4-nitrobenzamide CC1=CN=CC(=N1)NC(C1=CC=C(C=C1)[N+](=O)[O-])=O